6-chloro-3-(((R)-1-(2-cyano-7-methyl-3-((S)-2-methylmorpholino)quinoxalin-5-yl)ethyl)amino)picolinic acid ClC1=CC=C(C(=N1)C(=O)O)N[C@H](C)C1=C2N=C(C(=NC2=CC(=C1)C)C#N)N1C[C@@H](OCC1)C